ClC1=C(C=CC=C1C1=C(C(=CC=C1)C1=NC(=C(C=C1)C=O)OC)Cl)C1=CC=C(C(=N1)OC)CN(C(OC(C)(C)C)=O)C[C@H]1NC(CC1)=O tert-Butyl N-[[6-[2-chloro-3-[2-chloro-3-(5-formyl-6-methoxy-2-pyridyl)phenyl]phenyl]-2-methoxy-3-pyridyl]methyl]-N-[[(2S)-5-oxopyrrolidin-2-yl]methyl]carbamate